3-cyano-2-(1-hydroxy-1-methyl-ethyl)pyrazolo[1,5-a]pyrimidine-7-carboxylic acid C(#N)C=1C(=NN2C1N=CC=C2C(=O)O)C(C)(C)O